COC(=O)N1CCN(CC1)C(C=O)(C)C 4-(2-methyl-1-oxopropan-2-yl)piperazine-1-carboxylic acid methyl ester